ClC1=CC2=C(N(C(C(N2C)=O)=O)C2CCN(CC2)C2=NC=C(C=N2)CNC2=CC=C(C=C2)Cl)N=C1 7-Chloro-4-(1-(5-(((4-chlorophenyl)amino)methyl)pyrimidin-2-yl)piperidin-4-yl)-1-methyl-1,4-dihydropyrido[2,3-b]pyrazine-2,3-dione